C(C)(C)N1C(NC(CC1=O)=O)=O isopropylpyrimidine-2,4,6(1H,3H,5H)-trione